ClC1=NC=C(C(=C1)C1=C(C=NC(=C1)C)C(=O)NC=1SC2=C(N1)CN(C2)C(=O)C2=NC(=C(N=C2)C)C)OC 2'-chloro-N-(5-(5,6-dimethylpyrazine-2-carbonyl)-5,6-dihydro-4H-pyrrolo[3,4-d]thiazol-2-yl)-5'-methoxy-6-methyl-[4,4'-bipyridine]-3-carboxamide